O1COC2=C1C=CC(=C2)C=2C=C1C(=NC=NC1=CC2)NCC=2SC=CC2 6-(1,3-benzodioxol-5-yl)-N-(thiophen-2-ylmethyl)-4-quinazolinamine